FC=1C=C(C=C(C1N1S(NC(C1)=O)(=O)=O)O)NC(=O)N[C@@H](CC(C)C)CO 1-[3-fluoro-5-hydroxy-4-(1,1,4-trioxo-1,2,5-thiadiazolidin-2-yl)phenyl]-3-[(1S)-1-(hydroxymethyl)-3-methyl-butyl]urea